ClCC(C)O[SiH](C)C 1-chloromethyl-(ethoxydimethylsilane)